N1(CCC1)C(=O)C1=C(N=C(N1)C1=NC=CC(=C1)C=1C=C2CN(C(C2=C(C1)S(=O)(=O)C)=O)[C@@H](C)C1CC1)C (S)-5-(2-(5-(Azetidine-1-carbonyl)-4-methyl-1H-imidazol-2-yl)pyridin-4-yl)-2-(1-cyclopropylethyl)-7-(methylsulfonyl)isoindolin-1-one